7-fluoro-2,5-dimethyl-4,5-dihydro-[1,2,4]triazolo[1,5-a]quinoxalin-6-amine FC1=C(C=2N(CC=3N(C2C=C1)N=C(N3)C)C)N